NC1=C(C(=O)NC2CCOCC2)C=C(C=C1Br)C 2-amino-3-bromo-5-methyl-N-(tetrahydro-2H-pyran-4-yl)benzamide